BrC=1C=C(C=C2C=NN(C12)COCC[Si](C)(C)C)I 7-bromo-5-iodo-1-((2-(trimethylsilyl)ethoxy)methyl)-1H-indazole